N-(adamantan-1-yl)-4-bromo-1H-pyrrole-2-carboxamide C12(CC3CC(CC(C1)C3)C2)NC(=O)C=2NC=C(C2)Br